CO[C@H]1[C@@H](CC1)NC(=O)C=1C=NN2C1N=C(C=C2NC)NC=2C(N(C=CC2)C2=NC=C(C=C2)[Si](C)(C)C)=O N-((1R,2R)-2-methoxycyclobutyl)-7-(methylamino)-5-((2-oxo-5'-(trimethylsilyl)-2H-[1,2'-bipyridyl]-3-yl)amino)pyrazolo[1,5-a]pyrimidine-3-carboxamide